C1(=CC=CC=C1)C12C(C(=O)NC1=O)=CC=CC2(C2=CC(=C(C=C2)OC#N)C)C2=CC(=C(C=C2)OC#N)C 2-phenyl-3,3-bis(4-cyanooxy-3-methylphenyl)phthalimide